N-(7-methyl-2-(3-(trifluoromethoxy)phenyl)thieno[3,2-d]pyrimidin-4-yl)-5-nitrothiophene-2-carboxamide CC1=CSC2=C1N=C(N=C2NC(=O)C=2SC(=CC2)[N+](=O)[O-])C2=CC(=CC=C2)OC(F)(F)F